FC(CNC=1C2=C(NC(C1)=O)C=CS2)F 7-((2,2-difluoroethyl)amino)thieno[3,2-b]pyridin-5(4H)-one